BrC=1C=C(C=O)C=C(C1)CCO[Si](C)(C)C(C)(C)C 3-bromo-5-(2-((tert-butyldimethylsilyl)oxy)ethyl)benzaldehyde